(S)-3-methyl-1-(4-(6-methyl-3-(7-(4-methyl-2H-1,2,3-triazol-2-yl)-1,8-naphthyridin-4-yl)imidazo[1,2-b]pyridazin-7-yl)benzyl)pyrrolidin-3-ol C[C@]1(CN(CC1)CC1=CC=C(C=C1)C1=CC=2N(N=C1C)C(=CN2)C2=CC=NC1=NC(=CC=C21)N2N=CC(=N2)C)O